N-(1'-(6-methyl-2-(tetrahydro-2H-pyran-3-yl)pyrimidin-4-yl)-1',2'-dihydrospiro[cyclopropane-1,3'-pyrrolo[3,2-c]pyridin]-6'-yl)acetamide CC1=CC(=NC(=N1)C1COCCC1)N1CC2(C=3C=NC(=CC31)NC(C)=O)CC2